2,4-difluoro-1-vinyl-benzene FC1=C(C=CC(=C1)F)C=C